3-(trifluoromethoxy)benzenethiol FC(OC=1C=C(C=CC1)S)(F)F